(1R,3S,5s,7s)-5-(((5-((tert-butoxycarbonyl)amino)pentyl)amino)methyl)adamantan-2-yl 4-methylbenzenesulfonate CC1=CC=C(C=C1)S(=O)(=O)OC1[C@@H]2CC3CC(C[C@@H]1C3)(C2)CNCCCCCNC(=O)OC(C)(C)C